FC(C1=CC=C(C=C1)B(O)O)(F)F 4-trifluoromethylbenzeneboronic acid